C(C)N1N=NC(=C1NC(O[C@H](C)C=1C(=NC=CC1)Cl)=O)C1=NC(=C(C=C1)NS(=O)(=O)C)C (R)-1-(2-chloropyridin-3-yl)ethyl (1-ethyl-4-(6-methyl-5-(methylsulfonamido) pyridin-2-yl)-1H-1,2,3-triazol-5-yl)carbamate